O1CCOC=2C=C(C=3C=CC=NC3C21)N2N=CC(=C2C(F)(F)F)C(=O)NC2=CC(=NC=C2)C(F)(F)F 1-(2,3-dihydro-[1,4]dioxino[2,3-H]quinolin-6-yl)-5-(trifluoromethyl)-N-(2-(trifluoromethyl)pyridin-4-yl)-1H-pyrazole-4-carboxamide